tert-butyl ((1r,4r)-4-(1,3,4-thiadiazol-2-yl)cyclohexyl)carbamate S1C(=NN=C1)C1CCC(CC1)NC(OC(C)(C)C)=O